C(#N)[C@H](C[C@H]1C(NCC1)=O)NC(=O)[C@@H]1[C@H]2C([C@H]2CN1C([C@H](C1CCCCC1)NC(C(F)(F)F)=O)=O)(C)C (1R,2S,5S)-N-{(1S)-1-cyano-2-[(3S)-2-oxopyrrolidin-3-yl]ethyl}-3-{(2S)-2-cyclohexyl-[(trifluoroacetyl)amino]acetyl}-6,6-dimethyl-3-azabicyclo[3.1.0]hexane-2-carboxamide